tert-butyl 3-(3-(1-((5-(5-(difluoromethyl)-1,3,4-oxadiazol-2-yl)pyridin-2-yl)methyl)-1H-1,2,3-triazol-4-yl)phenyl)azetidin-1-carboxylate FC(C1=NN=C(O1)C=1C=CC(=NC1)CN1N=NC(=C1)C=1C=C(C=CC1)C1CN(C1)C(=O)OC(C)(C)C)F